F[P-](F)(F)(F)(F)F.N1(N=NC2=C1C=CC=C2)O[P+](N(C)C)(N(C)C)N(C)C 1H-benzotriazole-1-yloxytris(dimethylamino)phosphonium hexafluorophosphate